naphthalene trifluoromethanesulfonate FC(S(=O)(=O)O)(F)F.C1=CC=CC2=CC=CC=C12